C(C)(=O)OC[C@H](NC([C@@H](NC(=O)C=1N=C(SC1)N1CCC(CC1)CNC(=O)C1CCOCC1)CO[Si](C)(C)C(C)(C)C)=O)C(=O)OC Methyl O-acetyl-N-(O-(tert-butyldimethylsilyl)-N-(2-(4-((tetrahydro-2H-pyran-4-carboxamido)methyl)piperidin-1-yl)thiazole-4-carbonyl)-L-seryl)-L-serinate